2-((tert-Butyldimethylsilyl)oxy)-2-(6-fluoroisoquinolin-8-yl)ethan [Si](C)(C)(C(C)(C)C)OC(C)C=1C=C(C=C2C=CN=CC12)F